NC1=CC=C(C=N1)C1=NC(=NC(=N1)N1CCOCC1)N1CCN(CC1)C(CCCCC(=O)NO)=O 6-(4-(4-(6-aminopyridin-3-yl)-6-morpholinyl-1,3,5-triazin-2-yl)piperazin-1-yl)-N-hydroxy-6-oxo-hexanamide